C12COCC(N1C=1SC3=C(N1)C=CC(=C3C(=O)NC=3C=NC(=CC3C(NC3=CC(=CC=C3)C#N)=O)OC)OC)C2 2-(3-Oxa-6-azabicyclo[3.1.1]heptan-6-yl)-N-(4-((3-cyanophenyl)carbamoyl)-6-methoxypyridin-3-yl)-6-methoxybenzo[d]thiazole-7-carboxamide